CCCCCCCC(CC(=O)OC(CCC(=O)[O-])[N+](C)(C)C)O The molecule is an O-acylcarnitine having 3-hydroxydecanoyl as the acyl substituent. It has a role as a metabolite. It is an O-acylcarnitine, a carboxylic ester and an ammonium betaine. It derives from a carnitine.